4-(7-(6-(bis(4-(hexyloxy)phenyl)amino)-4,4-bis(4-hexylphenyl)-4H-indeno[1,2-b]thiophen-2-yl)benzo[c][1,2,5]thiadiazol-4-yl)benzaldehyde C(CCCCC)OC1=CC=C(C=C1)N(C=1C=C2C(C3=C(SC(=C3)C3=CC=C(C=4C3=NSN4)C4=CC=C(C=O)C=C4)C2=CC1)(C1=CC=C(C=C1)CCCCCC)C1=CC=C(C=C1)CCCCCC)C1=CC=C(C=C1)OCCCCCC